C(C)(C)(C)OC(=O)N[C@@H]1CC[C@H](CC1)C(=O)O Trans-(1r,4r)-4-((tert-butoxycarbonyl)amino)cyclohexane-1-carboxylic acid